BrC1=C(C=C2C(=NC(=NC2=C1F)Cl)N1C[C@@H]2CC[C@H](C1)C2C#N)F (1r,5s,8s)-3-(7-bromo-2-chloro-6,8-difluoroquinazolin-4-yl)-3-azabicyclo[3.2.1]octane-8-carbonitrile